OC1=C(C(=O)C2=C(C=CC=C2)O)C=CC(=C1)O 2,2',4-trihydroxybenzophenone